C1=C(C=CC2=CC=CC=C12)C1=NN2C(C(NC=C2)=O)=C1 (2-naphthyl)-4-oxo-5H-pyrazolo[1,5-a]pyrazine